[(E)-4-[3-(4-tert-butoxycarbonylpiperazin-1-yl)propyl-methyl-amino]but-2-enoyl]oxylithium C(C)(C)(C)OC(=O)N1CCN(CC1)CCCN(C/C=C/C(=O)O[Li])C